CC1=NOC(=C1C=1C=C2C(=NC1)C=NN2CC2=CSC=C2)C 3,5-dimethyl-4-(1-(thiophen-3-ylmethyl)-1H-pyrazolo[4,3-b]pyridin-6-yl)isoxazole